COC(=O)OC1=CC=C(C=C1)[S+](C)C1=CC=CC=C1 4-(methoxycarbonyl-oxy)phenyl-phenyl-methyl-sulfonium